(R)-1-(2-methyl-4-(4-((3-methyl-4-((1-methyl-1H-benzo[d][1,2,3]triazol-5-yl)oxy)phenyl)amino)pyrido[3,2-d]pyrimidin-6-yl)-1,4-diazepan-1-yl)prop-2-en-1-one C[C@H]1N(CCCN(C1)C=1C=CC=2N=CN=C(C2N1)NC1=CC(=C(C=C1)OC1=CC2=C(N(N=N2)C)C=C1)C)C(C=C)=O